9,9-dimethyl-N-([1,1'-biphenyl]-3-yl)-9H-fluoren-3-amine CC1(C2=CC=CC=C2C=2C=C(C=CC12)NC=1C=C(C=CC1)C1=CC=CC=C1)C